C(CCC)NC1=NNC(=N1)C1=NC=CC(=C1)C=1C=NC=C(C1)OC N-Butyl-5-(5-methoxy-3,4'-bipyridin-2'-yl)-1H-1,2,4-triazol-3-amin